BrC=1N(N=C2C1C(=NC=C2)Cl)C(C)C 3-bromo-4-chloro-2-isopropyl-2H-pyrazolo[4,3-c]pyridine